tert-butyl 4-[7-({8-fluoro-2-methylimidazo[1,2-a]pyridin-6-yl} carbamoyl)-2-(oxan-4-yl)indazol-4-yl]piperazine-1-carboxylate FC=1C=2N(C=C(C1)NC(=O)C1=CC=C(C3=CN(N=C13)C1CCOCC1)N1CCN(CC1)C(=O)OC(C)(C)C)C=C(N2)C